ClC1=C(C=C(C=C1N1[C@H]2CN([C@@H](C1)C2)C2=NC=1N(C(=N2)N(CC2=CC=C(C=C2)OC)C2CC2)N=CC1C#N)C#N)NC(OC(C)(C)C)=O tert-butyl (2-chloro-5-cyano-3-((1R,4R)-5-(8-cyano-4-(cyclopropyl(4-methoxybenzyl)amino)pyrazolo[1,5-a][1,3,5]triazin-2-yl)-2,5-diazabicyclo[2.2.1]heptan-2-yl)phenyl)carbamate